5-chloro-1'-[[1-[3-(trifluoromethyl)phenyl]pyrazol-4-yl]methyl]spiro[1H-isobenzofuran-3,4'-piperidine]-1-carboxamide ClC=1C=C2C(=CC1)C(OC21CCN(CC1)CC=1C=NN(C1)C1=CC(=CC=C1)C(F)(F)F)C(=O)N